N-((5-fluoro-2,3-dihydrobenzofuran-4-yl)methyl)-8-(2-methylbenzo[d]oxazol-4-yl)-[1,2,4]triazolo[4,3-c]pyrimidin-5-amine FC=1C=CC2=C(CCO2)C1CNC1=NC=C(C=2N1C=NN2)C2=CC=CC1=C2N=C(O1)C